FC1(CCN(C1)C(=O)OC(C)(C)C)F Tert-butyl 4,4-difluoropyrrolidine-1-carboxylate